2-chloro-3-(3-chloro-4-fluorobenzyl)-5-methyl-aniline ClC1=C(N)C=C(C=C1CC1=CC(=C(C=C1)F)Cl)C